FC1C(CN2CCC=C12)F 1,2-difluoro-tetrahydro-1H-pyrrolizine